(3S)-1-cyano-N-(5-((2,6-dimethylmorpholino)methyl)thiazol-2-yl)pyrrolidin-3-carboxamide tert-Butyl-(1R,4R,5S)-5-amino-2-azabicyclo[2.1.1]hexane-2-carboxylate oxalate C(C(=O)O)(=O)O.C(C)(C)(C)OC(=O)N1[C@H]2[C@H]([C@@H](C1)C2)N.C(#N)N2C[C@H](CC2)C(=O)NC=2SC(=CN2)CN2CC(OC(C2)C)C